1-((2-(methylamino)pyrimidin-4-yl)methyl)-4-(3-(4-(trifluoromethyl)phenyl)-1H-pyrazolo[4,3-b]pyridin-1-yl)pyridin-2(1H)-one CNC1=NC=CC(=N1)CN1C(C=C(C=C1)N1N=C(C2=NC=CC=C21)C2=CC=C(C=C2)C(F)(F)F)=O